COC=1C=CC=C2C(=CC(=NC12)C)N1N=CN=C1C 8-methoxy-2-methyl-4-(5-methyl-1H-1,2,4-triazol-1-yl)quinoline